(4R)-2-{[(2S)-1,4-Dioxan-2-yl]methyl}-4-methyl-N-[(6-methylpyridin-2-yl)methyl]-8-(trifluoromethyl)-4,5-dihydro-2H-furo[2,3-g]indazol-7-carboxamid O1[C@H](COCC1)CN1N=C2C3=C(C[C@H](C2=C1)C)OC(=C3C(F)(F)F)C(=O)NCC3=NC(=CC=C3)C